(E)-5-((4-(3-(6,7-dimethoxy-3,4-dihydroisoquinolin-2(1H)-yl)-3-oxoprop-1-en-1-yl)phenoxy)methyl)-N-hydroxyfuran-2-carboxamide COC=1C=C2CCN(CC2=CC1OC)C(/C=C/C1=CC=C(OCC2=CC=C(O2)C(=O)NO)C=C1)=O